N-[[6-(4-methylsulfonylbenzoyl)-6-azaspiro[2.5]octan-2-yl]methyl]furo[2,3-c]pyridine-2-carboxamide CS(=O)(=O)C1=CC=C(C(=O)N2CCC3(C(C3)CNC(=O)C3=CC=4C(=CN=CC4)O3)CC2)C=C1